FC(C1=CC=CC(=N1)C(=O)NC=1N=C(C=2N(C1)C=C(N2)[C@@]21CO[C@@](CC2)(C1)C)OC)F |o1:20,23| 6-(difluoromethyl)-N-(8-methoxy-2-((1S*,4R*)-1-methyl-2-oxabicyclo[2.2.1]heptan-4-yl)imidazo[1,2-a]pyrazin-6-yl)picolinamide